BrC(=CCCCC(=O)OC)C[C@@H]1[C@H]([C@@H](CC1=O)O[Si](C)(C)C(C)(C)C)\C=C\[C@H](C(CC#CC)C)O[Si](C)(C)C(C)(C)C methyl 6-bromo-7-((1R,2R,3R)-3-((tert-butyldimethylsilyl)oxy)-2-((3S,E)-3-((tert-butyldimethylsilyl)oxy)-4-methyloct-1-en-6-yn-1-yl)-5-oxocyclopentyl)hept-5-enoate